CC1=C(C=C(C=N1)NC(=O)NCC1CCN(CC1)C)[N+](=O)[O-] (6-methyl-5-nitropyridin-3-yl)-3-((1-methylpiperidin-4-yl)methyl)urea